N-(2-{[2-(Dimethylamino)ethyl](methyl)amino}-5-[6-phenyl-4-(propan-2-ylamino)furo[2,3-d]pyrimidin-5-yl]phenyl)prop-2-enamide CN(CCN(C1=C(C=C(C=C1)C1=C(OC=2N=CN=C(C21)NC(C)C)C2=CC=CC=C2)NC(C=C)=O)C)C